(S)-tert-butyl 2-(2-(2-(2-(2-(4-(2-(2-cyano-4,4-difluoropyrrolidin-1-yl)-2-oxoethylcarbamoyl)quinolin-6-yl)-5-methoxyphenoxy)ethoxy) ethoxy)ethylamino)-2-oxoethylcarbamate C(#N)[C@H]1N(CC(C1)(F)F)C(CNC(=O)C1=CC=NC2=CC=C(C=C12)C1=C(OCCOCCOCCNC(CNC(OC(C)(C)C)=O)=O)C=C(C=C1)OC)=O